B([O-])([O-])[O-].[Na+].C(C(O)C(O)C(=O)O)(=O)O.[Na+].[Na+] (tartaric acid) sodium borate